FC=1C=C(C=CC1F)[C@H]1[C@@H](C1)N trans-2-(3,4-difluorophenyl)cyclopropylamine